[Al].FC(C(CC(C(F)(F)F)=O)=O)(F)F hexafluoro-2,4-pentanedione aluminum